ClC1=CC=2N(C(=N1)SC)C=NN2 7-chloro-5-(methylthio)-[1,2,4]triazolo[4,3-c]pyrimidine